3-[(oxazolidin-2-yloxy)methyl]pyridine-4-boronic acid O1C(NCC1)OCC=1C=NC=CC1B(O)O